CC(C=C)C1C2C=CC(C1)C2 5-(1-methyl-2-propenyl)-2-norbornene